4-Chloro-2-(2-(pyrrolidin-1-yl)ethoxy)aniline ClC1=CC(=C(N)C=C1)OCCN1CCCC1